C(C1=CC=CC=C1)N1C(=NC2=C1C=C(C=C2N)C=2C(=NOC2C)C)NCC 1-benzyl-6-(3,5-dimethylisoxazol-4-yl)-N2-ethyl-1H-benzo[d]imidazole-2,4-diamine